C(C)(C)(C)OC(=O)N1CCC(CC1)C1=NC2=C(C=C(C=C2C(N1)=O)C1=CC2=C(N=C(O2)C)C=C1)F 4-(8-fluoro-6-(2-methyl-1,3-benzoxazol-6-yl)-4-oxo-3,4-dihydroquinazolin-2-yl)piperidine-1-carboxylic acid tert-butyl ester